N1N=CC2=CC(=CC=C12)NC1=NC(=NC=C1)C1=CC=C2C=CC(=NC2=C1)C(=O)NC1=CN=NC=C1 7-(4-((1H-indazol-5-yl)amino)pyrimidin-2-yl)-N-(pyridazin-4-yl)quinoline-2-carboxamide